BrC1=C(C=C(C=C1)C(F)(F)F)NC(=O)N[C@@H](C)C=1N(N=CN1)C1=NC=CC=N1 1-[2-bromo-5-(trifluoromethyl)phenyl]-3-[(1S)-1-(2-pyrimidin-2-yl-1,2,4-triazol-3-yl)ethyl]urea